N-hydroxy-6-(4-methoxybenzamido)chromane-2-carboxamide ONC(=O)C1OC2=CC=C(C=C2CC1)NC(C1=CC=C(C=C1)OC)=O